1-(3-pyridyl)-2-(4-pyridyl)-ethylene N1=CC(=CC=C1)C=CC1=CC=NC=C1